tert-butyl (S)-(1-benzoylpiperidin-3-yl)carbamate C(C1=CC=CC=C1)(=O)N1C[C@H](CCC1)NC(OC(C)(C)C)=O